C(C)(O)([2H])[2H] (1,1-2H2)-ethanol